4-amino-7-fluoro-3-methyl-N-(1-methylcyclopropyl)-N-((5-(trifluoromethyl)pyridin-2-yl)methyl)imidazo[1,5-a]quinoxaline-8-carboxamide NC=1C=2N(C3=CC(=C(C=C3N1)F)C(=O)N(CC1=NC=C(C=C1)C(F)(F)F)C1(CC1)C)C=NC2C